Hydroxy-phenyl-Propamidobenzoic Acid OC1=C(C(=C(C(=O)O)C=C1)NC(CC)=O)C1=CC=CC=C1